1-(6-chloro-7-fluoro-9-(1-methyl-1H-pyrazol-3-yl)-1,3,4,5-tetrahydro-2H-pyrrolo[3,2-c:4,5-c']dipyridin-2-yl)-2-hydroxyethan-1-one ClC1=C2C(=C(N=C1F)C1=NN(C=C1)C)C=1CN(CCC1N2)C(CO)=O